2-methyl-3-[ethyl-(tetrahydro-2H-pyran-4-yl)amino]-5-bromobenzamide CC1=C(C(=O)N)C=C(C=C1N(C1CCOCC1)CC)Br